1-(8-bromoimidazo[1,2-a]pyridin-3-yl)ethan-1-one BrC=1C=2N(C=CC1)C(=CN2)C(C)=O